Cl.NCCNC(C(=O)[C@@H]1N(C(CC1)=O)CC1=CC=CC=C1)=O N-(2-Aminoethyl)-2-[(2R)-1-benzyl-5-oxopyrrolidin-2-yl]-2-oxoacetamide Hydrochloride